(7R,14R)-11-[6-(3-aminooxetan-3-yl)pyridin-3-yl]-1-(difluoromethoxy)-6-trideuteromethyl-6,7-dihydro-7,14-methanobenzimidazo[1,2-b][2,5]benzodiazocin-5(14H)-one NC1(COC1)C1=CC=C(C=N1)C=1C=CC2=C(C1)N1[C@H]3C4=C(C(N([C@@H](C1=N2)C3)C([2H])([2H])[2H])=O)C=CC=C4OC(F)F